fluorine manganous oxide [O-2].[Mn+2].[F]